BrC=1C=C2C3=C(N=CN=C3C1)N1[C@@H](CO2)CN(CC1)C(=O)OC(C)(C)C tert-butyl (8aR)-5-bromo-8a,9,11,12-tetrahydropyrazino[2',1':3,4][1,4]oxazepino[5,6,7-de]-quinazoline-10(8H)-carboxylate